1-(4-(4-((4-([1,2,4]triazolo[1,5-a]pyridin-7-yloxy)-3-methylphenyl)amino)-5-fluoropyrido[3,4-d]pyrimidin-6-yl)piperazin-1-yl)prop-2-en-1-one N=1C=NN2C1C=C(C=C2)OC2=C(C=C(C=C2)NC=2C1=C(N=CN2)C=NC(=C1F)N1CCN(CC1)C(C=C)=O)C